N1CCC(CC1)C1=CC=C(N=N1)C=1C(=CC2=CC(=CC=C2C1)O)O 3-(6-(piperidin-4-yl)pyridazin-3-yl)naphthalen-2,7-diol